C(#N)C1=CC(=NC=C1)N1[C@@H](CCC1)C(=O)O (S)-1-(4-cyanopyridin-2-yl)pyrrolidine-2-carboxylic acid